N-(4-sulfobutyl)-saccharin S(=O)(=O)(O)CCCCN1S(=O)(=O)C2=CC=CC=C2C1=O